CC1C[C@@H]2N(C3=C(OC2)N=CC(=C3)NC3=NC=C(C=C3)C3=CC=C(C=C3)N3C(CCC3)=O)C1=O (6aS)-8-methyl-2-((5-(4-(2-oxopyrrolidin-1-yl)phenyl)pyridin-2-yl)amino)-6,6a,7,8-tetrahydro-9H-pyrido[2,3-b]pyrrolo[1,2-d][1,4]oxazin-9-one